N',N'-dimethyl-1-[3-(trifluoromethyl)phenyl]ethane-1,2-diamine CN(CC(N)C1=CC(=CC=C1)C(F)(F)F)C